2-(4,4-difluoro-1-hydroxycyclohexyl)acetic acid FC1(CCC(CC1)(O)CC(=O)O)F